Glycyl-Homoleucine NCC(=O)N[C@@H](CCC(C)C)C(=O)O